S(=O)(=O)=NC(=O)C=1C(=NC(=CC1)N1N=C(C=C1)OCC1(CC1)C(F)(F)F)Cl sulfonyl-2-chloro-6-[3-[[1-(trifluoromethyl)cyclopropyl]methoxy]pyrazol-1-yl]pyridine-3-carboxamide